4-[(2-nitroanilino)methyl]cyclohexanecarboxylate [N+](=O)([O-])C1=C(NCC2CCC(CC2)C(=O)[O-])C=CC=C1